ClC1=C2N=C(N(C2=NC(=N1)C#CCCCCCCCC)[C@@H]1OCC[C@H]1O)C=1SC=CC1 (2R,3R)-2-(6-chloro-2-(dec-1-yn-1-yl)-8-(thiophen-2-yl)-9H-purin-9-yl)tetrahydrofuran-3-ol